FC1=CC=C(C=C1)N1C(=NC2=C1C=CC=C2)NC(C)=O N-[1-(4-fluorophenyl)-1H-1,3-benzodiazol-2-yl]acetamide